2-(hydroxymethyl)-4-methyl-6-(3-methylbenzyl)-4H-thieno[2',3':4,5]pyrrolo[2,3-d]pyridazin-5(6H)-one OCC1=CC2=C(C3=C(C(N(N=C3)CC3=CC(=CC=C3)C)=O)N2C)S1